FC(OC1=C(C=CC=C1)NC(=O)N[C@@H](C)C=1N(N=CN1)C1=NC=CC=N1)F 1-[2-(difluoromethoxy)phenyl]-3-[(1S)-1-(2-pyrimidin-2-yl-1,2,4-triazol-3-yl)ethyl]urea